7-{1-[(2-amino-9H-purin-6-yl)amino]ethyl}-6-(2,3-difluorophenyl)-3-methyl-5H-[1,3]thiazolo[3,2-a]pyrimidin-5-one Trifluoroacetic Acid Salt FC(C(=O)O)(F)F.NC1=NC(=C2N=CNC2=N1)NC(C)C=1N=C2N(C(C1C1=C(C(=CC=C1)F)F)=O)C(=CS2)C